CN1C=CC2=CC(=CC=C12)N1C(NC2=C(C1=O)C1=C(S2)CCCC1)=O 3-(1-Methyl-1H-indol-5-yl)-5,6,7,8-tetrahydrobenzo[4,5]thieno[2,3-d]pyrimidine-2,4(1H,3H)-dione